C(C)N1CCC(CC1)C=1C=CC(=NC1F)C1=NNC(=C1C(C)C)C=1C=C(C=2N(C1)N=CN2)OC 6-(3-(5-(1-ethylpiperidin-4-yl)-6-fluoropyridin-2-yl)-4-isopropyl-1H-pyrazol-5-yl)-8-methoxy-[1,2,4]triazolo[1,5-a]pyridine